4-(3-ethyl-6-(N-(1-methylcyclopropyl)sulfamoyl)imidazo[1,2-a]pyridin-8-yl)-N,N-dimethylpiperazine-1-carboxamide C(C)C1=CN=C2N1C=C(C=C2N2CCN(CC2)C(=O)N(C)C)S(NC2(CC2)C)(=O)=O